C(C)(C)(C)OC(=O)N[C@H](C(=O)N[C@H](C(=O)NC=1C=CC(=C(CN(C(OCC#C)=O)C)C1)COC(=O)OC1=CC=C(C=C1)[N+](=O)[O-])CCCNC(=O)N)C(C)C prop-2-yn-1-yl 5-((S)-2-((S)-2-((tert-butoxycarbonyl)amino)-3-methylbutanamido)-5-ureidopentanamido)-2-((((4-nitrophenoxy)carbonyl)oxy)methyl)benzyl(methyl)carbamate